O[C@@]1(C(N(CC1)C([2H])([2H])[2H])=O)C#CC1=CC(=CC=C1)B1OC(C(O1)(C)C)(C)C (R)-3-hydroxy-1-(methyl-d3)-3-((3-(4,4,5,5-tetramethyl-1,3,2-dioxaborolan-2-yl)phenyl)ethynyl)pyrrolidin-2-one